C(C1=CC=CC=C1)=C(C(=O)O)CC(C1=CC=CC=C1)=O 2-benzylidene-4-oxo-4-phenylbutyric acid